C(C)(=O)N1CCC2(CC1)OC1=C(C(C2)=O)C=CC(=C1)OCC(=O)N1CCC2=CC=CC=C12 1'-acetyl-7-[2-(2,3-dihydro-1H-indol-1-yl)-2-oxoethoxy]-3,4-dihydrospiro[1-benzopyran-2,4'-piperidin]-4-one